FC1C(C12CCN(CC2)S(=O)(=O)N)C2=NC(=NO2)C2=C(C=C(C=C2)F)C(F)(F)F 1-Fluoro-2-{3-[4-fluoro-2-(trifluoromethyl)phenyl]-1,2,4-oxadiazol-5-yl}-6-azaspiro[2.5]octan-6-sulfonamid